7-((4-(2-methyl-6-(methylcarbamoyl)pyridin-3-yl)piperazin-1-yl)methyl)isoxazolo[4,3-c]quinolin-4(5H)-one CC1=NC(=CC=C1N1CCN(CC1)CC=1C=CC=2C=3C(C(NC2C1)=O)=CON3)C(NC)=O